3-[[4-hydroxy-1-[3-hydroxy-2-phenyl-cyclohexanecarbonyl]-4-piperidyl]methyl]-7-phenyl-pyrrolo[2,3-d]pyrimidin-4-one OC1(CCN(CC1)C(=O)C1C(C(CCC1)O)C1=CC=CC=C1)CN1C=NC2=C(C1=O)C=CN2C2=CC=CC=C2